FC1=CC=C(CSC2=NC=3C(N(C=CC3)C(C(=O)NC3COCC3)CC)=N2)C=C1 2-(2-((4-fluorobenzyl)thio)-4H-imidazo[4,5-b]pyridin-4-yl)-N-(tetrahydrofuran-3-yl)butanamide